(S)- or (R)-2-(2,6-diisopropyl-4-(methoxymethyl)phenyl)-N-(4-(hydroxymethyl)-2-(2-hydroxypropan-2-yl)thiazol-5-ylsulfonimidoyl)acetamide C(C)(C)C1=C(C(=CC(=C1)COC)C(C)C)CC(=O)N[S@@](=O)(=N)C1=C(N=C(S1)C(C)(C)O)CO |o1:19|